3-(dimethylamino)-1-methyl-1H-pyrazole-5-carbaldehyde CN(C1=NN(C(=C1)C=O)C)C